OC(C)(C)C1=CC=2N(C=C1NC(=O)C1=NC(=CC=C1)C(F)(F)F)C=C(N2)C2CCN(CC2)C(=O)OC(C)(C)C tert-butyl 4-(7-(2-hydroxypropan-2-yl)-6-(6-(trifluoromethyl)pyridine-2-carboxamido)imidazo[1,2-a]pyridin-2-yl)piperidine-1-carboxylate